2-[4-[1-(2,6-dioxo-3-piperidyl)-2-oxo-benzo[cd]indol-6-yl]phenyl]-N-[5-fluoro-7-hydroxy-6-(1,1,4-trioxo-1,2,5-thiadiazolidin-2-yl)-2-naphthyl]acetamide O=C1NC(CCC1N1C(C2=C3C(C(=CC=C13)C1=CC=C(C=C1)CC(=O)NC1=CC3=CC(=C(C(=C3C=C1)F)N1S(NC(C1)=O)(=O)=O)O)=CC=C2)=O)=O